(2R,3S)-N-(quinolin-8-yl)-1-(2,2,2-trifluoroacetyl)-3-(4-((triisopropylsilyl)ethynyl)phenyl)azetidine-2-carboxamide N1=CC=CC2=CC=CC(=C12)NC(=O)[C@@H]1N(C[C@@H]1C1=CC=C(C=C1)C#C[Si](C(C)C)(C(C)C)C(C)C)C(C(F)(F)F)=O